methyl 3-methoxy-4-[[3-(4-methoxy-3-pentoxyphenyl)-2-oxoimidazolidin-1-yl]methyl]benzoate COC=1C=C(C(=O)OC)C=CC1CN1C(N(CC1)C1=CC(=C(C=C1)OC)OCCCCC)=O